N[C@H](C(=O)N1CCC(CC1)C=1C=C2C(=C(NC2=CC1)C1=CC(=NC=C1)C)C(C)C)CC=1N=CNC1 (S)-2-amino-3-(1H-imidazol-4-yl)-1-(4-(3-isopropyl-2-(2-methylpyridin-4-yl)-1H-indol-5-yl)piperidin-1-yl)propan-1-one